C(C)S(=O)(=O)C1=C(C=CC(=C1)C(F)(F)F)C1=CN=C(N1C)\C=C\C(CF)(CF)CF (E)-5-(2-(Ethylsulfonyl)-4-(trifluoromethyl)phenyl)-1-methyl-2-(3,3,3-trifluoromethylprop-1-en-1-yl)-1H-imidazole